COC1=C(C=CC(=N1)C(=O)O)C1=CC=C(C=C1)NC([C@@H]1N(CCC1)C(NC1=CC=C(C=C1)C(C)C)=O)=O 6-methoxy-5-{4-[(1-{[4-(propan-2-yl)phenyl]carbamoyl}-D-prolyl)amino]phenyl}pyridine-2-carboxylic acid